ClC1=C(C=CC(=C1)C)NC(=O)C=1N=C(SC1)C=1C=NN(C1)C N-(2-chloro-4-methylphenyl)-2-(1-methyl-1H-pyrazol-4-yl)thiazole-4-carboxamide